C(C1=CC=CC=C1)OC1C(C1)NC(OCCCC)=O butyl (2-(benzyloxy)cyclopropyl)carbamate